tert-butyl (S)-2-((((9H-fluoren-9-yl)methoxy)carbonyl)amino)-3-(6-cyanopyrazin-2-yl)propanoate C1=CC=CC=2C3=CC=CC=C3C(C12)COC(=O)N[C@H](C(=O)OC(C)(C)C)CC1=NC(=CN=C1)C#N